FC1=CC=C(C=C1)N1C=CC2=CC(=CC=C12)N1C(CCC1=O)C1=CC=CC=C1 trans-1-(1-(4-fluorophenyl)-1H-indol-5-yl)-5-oxo-2-phenylpyrrolidin